BrC1=CC=C(COC2=C(C=O)C=C(C=C2)C)C=C1 ((4-bromobenzyl)oxy)-5-methylbenzaldehyde